6-(2-Methylimidazo[1,2-b]pyridazin-6-yl)-2-(piperazin-1-yl)[1,3]thiazolo[4,5-b]pyrazin-Hydrochlorid Cl.CC=1N=C2N(N=C(C=C2)C=2N=C3C(=NC2)N=C(S3)N3CCNCC3)C1